(1S,2S)-2-(pyridin-2-yldisulfaneyl)cyclohexyl (4-(hydroxymethyl)phenyl)carbamate OCC1=CC=C(C=C1)NC(O[C@@H]1[C@H](CCCC1)SSC1=NC=CC=C1)=O